CN1CC2CCCC(C1)C2NC=2C=CC1=C(N=C(S1)C#N)C2 5-[(3-methyl-3-azabicyclo[3.3.1]nonan-9-yl)amino]-1,3-benzothiazole-2-carbonitrile